dihexadecylhydroxyarsine oxide C(CCCCCCCCCCCCCCC)[As](O)(CCCCCCCCCCCCCCCC)=O